FC=1C=C2CCNC(C2=CC1)=O 6-fluoro-3,4-dihydro-2H-isoquinoline-1-one